FC(C1=NN(C2=CC(=CC=C12)[N+](=O)[O-])C=1C=C(C=CC1)C)F 3-(difluoromethyl)-6-nitro-1-(m-tolyl)-1H-indazole